O=C1NC(CCC1N1C(N(C2=C1C=CC(=C2)C2=CC=C(C=C2)CCC(=O)O)C)=O)=O 3-(4-(1-(2,6-dioxopiperidin-3-yl)-3-methyl-2-oxo-2,3-dihydro-1H-benzo[d]imidazol-5-yl)phenyl)propanoic acid